2-amino-1-(2,3-dihydro-1H-pyrido[3,4-b][1,4]oxazin-1-yl)ethan-1-one trifluoroacetic acid salt FC(C(=O)O)(F)F.NCC(=O)N1C2=C(OCC1)C=NC=C2